NC1=NC2=CC=C(C=C2C=C1C)C(=O)N(CC1=C(N=CS1)C)CC1=CC=C(C=C1)N1CCC(CC1)C(N)=O 2-amino-N-(4-(4-carbamoylpiperidin-1-yl)benzyl)-3-methyl-N-((4-methylthiazol-5-yl)methyl)quinoline-6-carboxamide